N-cyclopentyl-2-(1-ethylpiperidin-4-yl)-5-methylbenzo[d]thiazole-6-carboxamide C1(CCCC1)NC(=O)C1=CC2=C(N=C(S2)C2CCN(CC2)CC)C=C1C